BrCC(=O)C1=CC=C(C=C1)Br 2-bromo-1-(4-bromophenyl)ethanone